2-((triisopropylsilyl)oxy)propane-1,3-diamine C(C)(C)[Si](OC(CN)CN)(C(C)C)C(C)C